COC1=NC(=NN2C1=C(C=C2)C2=CC=1N(C=C2)N=CC1)NC1[C@@H]2CN(C[C@H]12)C(C)=O 1-((1R,5S,6s)-6-((4-methoxy-5-(pyrazolo[1,5-a]pyridin-5-yl)pyrrolo[2,1-f][1,2,4]triazin-2-yl)amino)-3-azabicyclo[3.1.0]hexan-3-yl)ethan-1-one